2-cyano-4-ethyl-3-oxo-3,4-dihydroquinoxaline-6-carboxylic acid methyl ester COC(=O)C=1C=C2N(C(C(=NC2=CC1)C#N)=O)CC